ClC1=C(CC=2NC(=C(N2)C2=CC(=CC(=C2)Cl)Cl)C)C=CC(=C1)Cl 2-(2,4-dichlorobenzyl)-4-(3,5-dichlorophenyl)-5-methyl-1H-imidazole